C(C)(C)(C)OC(=O)N(C([O-])=O)C1=NC=CC(=C1F)CC=1C=NC=C(C1C)OCC1=NC=CC=C1F (tert-butoxycarbonyl)N-[3-fluoro-4-({5-[(3-fluoropyridin-2-yl)methoxy]-4-methylpyridin-3-yl}methyl)pyridin-2-yl]carbamate